7-ethyl 3-methyl 5,6,7,8-tetrahydroisoquinoline-3,7-dicarboxylate C1=NC(=CC=2CCC(CC12)C(=O)OCC)C(=O)OC